2-(6-(((S)-1-(3-(difluoromethyl)-2-fluorophenyl)-2-fluoroethyl)amino)-5-(1,3-dioxan-2-yl)-2-methylpyrimidin-4-yl)-N-(3-(trifluoromethyl)tetrahydrofuran-3-yl)acetamide FC(C=1C(=C(C=CC1)[C@@H](CF)NC1=C(C(=NC(=N1)C)CC(=O)NC1(COCC1)C(F)(F)F)C1OCCCO1)F)F